C(#N)C=1C=C(COC2=C(CN[C@@H](CO)C(=O)O)C=C(C(=C2)OCC=2C(=C(C=CC2)C2=C(C(=CC=C2)C2=NOC(=N2)CN2C[C@@H](CC2)O)C)C)[N+](=O)[O-])C=CC1 (2-((3-cyanobenzyl)oxy)-4-((3'-(5-(((R)-3-hydroxypyrrolidin-1-yl)methyl)-1,2,4-oxadiazol-3-yl)-2,2'-dimethyl-[1,1'-biphenyl]-3-yl)methoxy)-5-nitrobenzyl)-L-serine